3-Amino-6-chloro-7-cyclopropyl-4-(7-fluoro-1H-indazol-4-yl)-1H-1,5-naphthyridin-2-one NC=1C(NC2=CC(=C(N=C2C1C1=C2C=NNC2=C(C=C1)F)Cl)C1CC1)=O